ClC=1C(=CC(=C(C1)C(C(=O)O)C)OCC)C 2-(5-chloro-2-ethoxy-4-methylphenyl)propionic acid